(3,4-dichlorobenzyl)quinoxaline-2,3-diamine ClC=1C=C(CC2=C3N=C(C(=NC3=CC=C2)N)N)C=CC1Cl